N-(4-chlorobenzyl)-2-(3-(4-methoxyphenyl)-6-oxopyridazin-1(6H)-yl)acetamide ClC1=CC=C(CNC(CN2N=C(C=CC2=O)C2=CC=C(C=C2)OC)=O)C=C1